COC=1C=C2C=CN(C2=CC1)S(=O)(=O)C1=CC=C(C(=O)O)C=C1 4-((5-Methoxy-1H-indol-1-yl)sulfonyl)benzoic acid